[C@H]12[C@H](C[C@H](CC1)C2)NC2=NC(=NC=C2C(=O)OCC)SC ethyl 4-((1S,2S,4R)-bicyclo[2.2.1]heptan-2-ylamino)-2-(methylthio)pyrimidine-5-carboxylate